[NH+]1=CC=CC=C1.C(CCC)S(=O)(=O)[O-] butanesulfonic acid pyridinium salt